15-(5-methyl-3,4-dihydro-2H-quinoxalin-1-yl)-9-oxa-2,5,6,13,19,20-hexazatetracyclo[11.6.2.13,6.017,21]docosa-1(19),3(22),4,15,17,20-hexaen-14-one CC1=C2NCCN(C2=CC=C1)C=1C(N2CCCOCCN3N=CC(NC4=NC=C(C1)C2=N4)=C3)=O